C(C1=CC=CC=C1)OC=1C(=NC(=CN1)Br)N 3-(benzyloxy)-6-bromopyrazin-2-amine